O1C(=NC2=C1C=CC=C2)C=2N=C(N(C(C2O)=O)C)N2[C@@H](C1=CC=C(C=C1CC2)C(=O)[O-])C2=C(C=CC=C2)Cl (1S)-2-[4-(1,3-benzoxazol-2-yl)-5-hydroxy-1-methyl-6-oxopyrimidin-2-yl]-1-(2-chlorophenyl)-3,4-dihydro-1H-isoquinoline-6-carboxylate